6-methoxybenzo[d]thiazole-2-carbonitrile COC1=CC2=C(N=C(S2)C#N)C=C1